3-Methyl-2-(6-((pyrimidin-4-ylamino)methyl)pyridazin-3-yl)-5-(trifluoromethyl)phenol hydrochloride Cl.CC=1C(=C(C=C(C1)C(F)(F)F)O)C=1N=NC(=CC1)CNC1=NC=NC=C1